(R)-3-(tert-butyldimethylsilyloxy)-1-(3-chloro-2-fluorophenyl)propan-1-amine [Si](C)(C)(C(C)(C)C)OCC[C@@H](N)C1=C(C(=CC=C1)Cl)F